C1(CC1)NCC=1C=C(C=C2C(C3=C(N(C12)C)CN1C(C2=C(C=C13)[C@@](C(OC2)=O)(O)CC)=O)=O)F (S)-10-((cyclopropylamino)methyl)-4-ethyl-8-fluoro-4-hydroxy-11-methyl-1,12-dihydro-14H-pyrano[3',4':6,7]indolizino[2,1-b]quinoline-3,6,14(4H,11H)-trione